tert-Butyl (3-((5-bromo-2-hydroxyphenyl)sulfonamido)-2-hydroxy-5-(trifluoromethoxy)benzoyl)glycinate BrC=1C=CC(=C(C1)S(=O)(=O)NC=1C(=C(C(=O)NCC(=O)OC(C)(C)C)C=C(C1)OC(F)(F)F)O)O